C1(=CC=CC=C1)S(=O)(=O)NCCCCCCCCCCCCCCCC(=O)O 16-(phenylsulfonamido)hexadecanoic acid